C1CC12CCN(CC2)C2=C(C=CC(=C2)Br)N2N=NC(=C2)C2=CC(=NC(=N2)N2CCC(CC2)(F)F)N(C)C 6-[1-(2-{6-azaspiro[2.5]oct-6-yl}-4-bromophenyl)-1H-1,2,3-triazol-4-yl]-2-(4,4-difluoropiperidin-1-yl)-N,N-dimethylpyrimidin-4-amine